tert-butyl (1S,4R)-2-((2-methoxyethyl) amino)-7-azabicyclo[2.2.1]heptane-7-carboxylate COCCNC1[C@@H]2CC[C@H](C1)N2C(=O)OC(C)(C)C